C(#N)CCN1C[C@@H]2[C@H](C1)CC(C2)NC2=C1C(=NC=C2C=2SC(=C(N2)C)C(=O)NCCO)NC=C1 2-(4-(((3aR,5s,6aS)-2-(2-cyanoethyl)octahydrocyclopenta[c]pyrrol-5-yl)amino)-1H-pyrrolo[2,3-b]pyridin-5-yl)-N-(2-hydroxyethyl)-4-methylthiazole-5-carboxamide